ClC1=C(C=C(C(=C1)F)N1C(=NC(=CC1=O)C(F)(F)F)OC)C1=NO[C@](C1)(C(=O)OCC)C Ethyl (5R)-3-[2-chloro-4-fluoro-5-[2-methoxy-6-oxo-4-(trifluoromethyl)pyrimidin-1-yl]phenyl]-5-methyl-4H-isoxazole-5-carboxylate